methyl 2-((4-(4-((4-chloro-2-fluorobenzyl) oxy)-5-fluoropyrimidin-2-yl) cyclohex-3-en-1-yl) methyl)-3-(2-cyano-2-methylpropyl)-3H-imidazo[4,5-b]pyridine-5-carboxylate ClC1=CC(=C(COC2=NC(=NC=C2F)C2=CCC(CC2)CC2=NC=3C(=NC(=CC3)C(=O)OC)N2CC(C)(C)C#N)C=C1)F